(2R)-1-[(3R,4S)-4-{[5-chloro-7-(1-ethylcyclobutyl)imidazo[4,3-f][1,2,4]triazin-2-yl]amino}-3-fluoropiperidin-1-yl]-2-hydroxypropan-1-one ClC=1N=C(N2N=C(N=CC21)N[C@@H]2[C@@H](CN(CC2)C([C@@H](C)O)=O)F)C2(CCC2)CC